N-(3-chlorophenyl)-6-(3,6-di-tert-butyl-9H-carbazol-9-yl)dibenzo[b,d]furan-4-amine ClC=1C=C(C=CC1)NC1=CC=CC2=C1OC1=C2C=CC=C1N1C2=CC=C(C=C2C=2C=C(C=CC12)C(C)(C)C)C(C)(C)C